C(C)(C)(C)OC(=O)N1C2CNC2CC1 2,6-diazabicyclo[3.2.0]Heptane-2-carboxylic acid tert-butyl ester